C(C(=C)C)(=O)NCCC[SiH](O[Si](C)(C)C)O[Si](C)(C)C (3-methacrylamidopropyl)bis(trimethylsiloxy)silane